i-propyltriethoxysilane C(C)(C)[Si](OCC)(OCC)OCC